6-(Imidazo[1,2-a]pyridin-3-carbonyl)-N-(4-(trifluoromethyl)pyrimidin-2-yl)-4,5,6,7-tetrahydrothieno[2,3-c]pyridin-3-carboxamid N=1C=C(N2C1C=CC=C2)C(=O)N2CC1=C(CC2)C(=CS1)C(=O)NC1=NC=CC(=N1)C(F)(F)F